C(CC#CCCCC)OC(CCC#N)OCCC#CCCCC 4,4-bis(oct-3-yn-1-yloxy)butanenitrile